(2S,3R,4R)-2-(((4-(dimethylamino)butanoyl)oxy)methyl)tetrahydrofuran CN(CCCC(=O)OC[C@H]1OCCC1)C